(4-methoxybenzyl)-4H-isothiazolo[5',4':4,5]pyrrolo[2,3-d]pyrimidin-6-amine COC1=CC=C(CC2=NSC3=C2NC=2N=C(N=CC23)N)C=C1